C(C)(C)(C)N(C(O)=O)C1=C(C=C(C=C1)O)F.CO[Si](CC[Si](OC)(OC)OC)(OC)OC 1,2-bis(trimethoxysilyl)ethane tert-butyl-(2-fluoro-4-hydroxyphenyl)carbamate